OCCCOCCN1C(=NC2=C1C=CC=C2C(=O)OC)C methyl 1-(2-(3-hydroxypropoxy)ethyl)-2-methyl-1H-benzo[d]imidazole-4-carboxylate